BrC=1C=CC(=C(OC2CCN(CC2)C(=O)OC(C)(C)C)C1)OC tert-butyl 4-(5-bromo-2-methoxyphenoxy)piperidine-1-carboxylate